isopropyl-4-methoxybenzoic acid C(C)(C)C1=C(C(=O)O)C=CC(=C1)OC